bromo-1-(4-morpholinophenyl)ethan-1-one BrCC(=O)C1=CC=C(C=C1)N1CCOCC1